C1(CCCCC1)CC(C(=O)NNC1=CC=C(C=C1)F)N1N=CC(=C1)C1=CC(=CC=2C(C3=CC=CC=C3C12)(C(F)(F)F)O)F 3-cyclohexyl-2-(4-(2-fluoro-9-hydroxy-9-(trifluoromethyl)-9H-fluoren-4-yl)-1H-pyrazol-1-yl)-N'-(4-fluorophenyl)propanehydrazide